(3R,4R)-3-((S)-6-fluoro-5H-imidazo[5,1-a]isoindol-5-yl)tetrahydro-2H-pyran-4-ol FC1=C2[C@@H](N3C(C2=CC=C1)=CN=C3)[C@@H]3COCC[C@H]3O